4-(2-ethyl-2,8-diazaspiro[4.5]decan-8-yl)-2-(pyridin-4-yl)pyrido[3,4-d]pyrimidine C(C)N1CC2(CC1)CCN(CC2)C=2C1=C(N=C(N2)C2=CC=NC=C2)C=NC=C1